O=C1CCN(C12COCC2)C(=O)OCC2=CC=CC=C2 benzyl 4-oxo-7-oxa-1-azaspiro[4.4]nonane-1-carboxylate